OCC1=CC=C(C=C1)C(C(=O)N)CC(=O)N (4-(hydroxymethyl)phenyl)succinamide